NC=1N=C(C2=C(N1)C=NN2CC=2C=C(C=CC2OC)CN(C(CCOC)=O)C)NCCCC N-[(3-{[5-amino-7-(butyl-amino)-1H-pyrazolo[4,3-d]pyrimidin-1-yl]methyl}-4-methoxyphenyl)methyl]-3-methoxy-N-methylpropanamide